1-(2,6-Dioxopiperidin-3-yl)-6-oxo-1,6-dihydropyridine-3-carboxylic acid O=C1NC(CCC1N1C=C(C=CC1=O)C(=O)O)=O